C(=CC=CC)OC1CC2=NC3=CC=CC=C3N=C2C=C1 2-(pentadienoxy)dihydrophenazine